(S)-2,2-difluoro-7-azaspiro[3.5]nonane-6-carboxylic acid FC1(CC2(C1)C[C@H](NCC2)C(=O)O)F